tert-butyl (2S)-2-(cyanomethyl)-4-(2'-(((S)-1-methylpyrrolidin-2-yl)methoxy)-3,4,5',8'-tetrahydro-2H,6'H-spiro[naphthalene-1,7'-quinazolin]-4'-yl)piperazine-1-carboxylate C(#N)C[C@@H]1N(CCN(C1)C1=NC(=NC=2CC3(CCC12)CCCC1=CC=CC=C13)OC[C@H]1N(CCC1)C)C(=O)OC(C)(C)C